[C].C1=NCCC2=CC=CC=C12 3,4-dihydroisoquinoline carbon